1-ethyl-2-oxo-N-propyl-1,2-dihydrobenzo[cd]indole-6-sulfonamide C(C)N1C(C2=C3C(C(=CC=C13)S(=O)(=O)NCCC)=CC=C2)=O